pyrimido[4,5-d]pyrimidin-2(1H)-one N1C(N=CC=2C1=NC=NC2)=O